2-(2,6-dioxopiperidin-3-yl)-5-(4-hydroxy-1-((1-phenyl-1H-pyrazol-3-yl)methyl)piperidin-4-yl)isoindoline-1,3-dione O=C1NC(CCC1N1C(C2=CC=C(C=C2C1=O)C1(CCN(CC1)CC1=NN(C=C1)C1=CC=CC=C1)O)=O)=O